NC1=CC(=NC=N1)N1N=CN=C1[C@H](C)NC1=NC=NC2=C(C=C(C=C12)Cl)C(F)(F)F N-[(1S)-1-[2-(6-amino-pyrimidin-4-yl)-1,2,4-triazol-3-yl]ethyl]-6-chloro-8-(trifluoromethyl)quinazolin-4-amine